N1N=NC=C1C=1C=CC(=NC1)NCC(CNC1=CC=C(C=C1)SC)C N1-(5-(1H-1,2,3-Triazol-5-yl)pyridin-2-yl)-2-methyl-N3-(4-(methylthio)phenyl)propane-1,3-diamine